6-(cyclopropanecarboxamido)-4-((5-methoxy-6-(2-methyl-2H-1,2,3-triazol-4-yl)pyrimidin-4-yl)amino)-N-(methyl-d3)pyridazine-3-carboxamide C1(CC1)C(=O)NC1=CC(=C(N=N1)C(=O)NC([2H])([2H])[2H])NC1=NC=NC(=C1OC)C1=NN(N=C1)C